O1CCN(CC1)C=1C2=C(N=C(N1)N/N=C/C=1C=C(C=CC1)C)C=C(N2)C2=NC=CC=C2 4-morpholino-N-[(E)-m-tolylmethyleneamino]-6-(2-pyridyl)-5H-pyrrolo[3,2-d]pyrimidin-2-amine